Cl.Cl.CN1C[C@@H]2[C@H](CC1)CCN2C=2SC1=C(N=NC(=C1)C1=C(C=C(C=C1)C=1C=NNC1)O)N2 2-{6-[(3ar,7as)-6-methyl-octahydro-1H-pyrrolo[2,3-c]pyridin-1-yl][1,3]thiazolo[4,5-c]pyridazin-3-yl}-5-(1H-pyrazol-4-yl)phenol dihydrochloride